(3R,4S)-4-fluoro-3-{[(5-fluoropyridin-2-yl)oxy]methyl}-2-(2-methyl-5-phenyl-1,3-thiazole-4-carbonyl)-2-azabicyclo[3.1.1]heptane F[C@@H]1[C@H](N(C2CC1C2)C(=O)C=2N=C(SC2C2=CC=CC=C2)C)COC2=NC=C(C=C2)F